4-bromo-N-(4-fluorophenyl)-5-methyl-2-nitroaniline BrC1=CC(=C(NC2=CC=C(C=C2)F)C=C1C)[N+](=O)[O-]